N1N=C(C=C1)N\C(\C)=C\1/C(NC2=CN=C(C=C21)C=2C=NC=CC2C)=O (Z)-3-(1-((1H-Pyrazol-3-yl)amino)ethylidene)-5-(4-methylpyridin-3-yl)-1H-pyrrolo[2,3-c]pyridin-2(3H)-one